BrC=1C(=NC(=NC1)N)OC(C)C 5-bromo-4-isopropoxy-pyrimidin-2-amine